8-bromo-3,6-dimethyl-2-sulfanylidene-1H-quinazolin-4-one BrC=1C=C(C=C2C(N(C(NC12)=S)C)=O)C